C=C1C(C=CC=C1)Cl methylene-chlorobenzene